2-(3-(5-isoprop-oxypyridin-2-yl)-1,2,4-thiadiazol-5-ylamino)nicotinamide C(C)(C)OC=1C=CC(=NC1)C1=NSC(=N1)NC1=C(C(=O)N)C=CC=N1